FC=1C(=C(C=CC1)NC1=C(NC2=C1C(NCC2)=O)C2=C(C=NC=C2)C#C[C@@H]2OCCC2)OC (R)-3-((3-fluoro-2-methoxyphenyl)amino)-2-(3-((tetrahydrofuran-2-yl)ethynyl)pyridin-4-yl)-1,5,6,7-tetrahydro-4H-pyrrolo[3,2-c]pyridin-4-one